C1(=CC=CC=C1)[C@@H]1OC2=C(CNC1)C=CC(=C2)C(=O)OC methyl (S)-2-phenyl-2,3,4,5-tetrahydrobenzo[f][1,4]oxazepine-8-carboxylate